CC1(C(C1(C)C)C(=O)OC(C1=CC(=CC=C1)OC1=CC=CC=C1)C#N)C [cyano-(3-phenoxyphenyl)methyl] 2,2,3,3-tetramethylcyclopropane-1-carboxylate